3-(2-(3-fluoro-6-methoxy-1,5-naphthyridin-4-yl)ethyl)hexahydrofuro[3,2-b]furan-3-ol FC=1C=NC2=CC=C(N=C2C1CCC1(C2C(OC1)CCO2)O)OC